1,3-bis(4-carboxyphenyl)imidazolium chloride [Cl-].C(=O)(O)C1=CC=C(C=C1)N1C=[N+](C=C1)C1=CC=C(C=C1)C(=O)O